C1(CC1)C1=NN(C=N1)C1CC2(CN(C2)C(=O)N2CC3(C2)CC(C3)CC=3C=NC=C(C3)S(=O)(=O)C)C1 [6-(3-cyclopropyl-1,2,4-triazol-1-yl)-2-azaspiro[3.3]heptan-2-yl]-[6-[(5-methylsulfonyl-3-pyridyl)methyl]-2-azaspiro[3.3]heptan-2-yl]methanone